(3-Aminoazetidin-1-yl)-2-(4-cyano-3-fluorophenyl)-3-(3-fluoro-4-methoxyphenyl)isonicotinic acid NC1CN(C1)C=1N=C(C(=C(C(=O)O)C1)C1=CC(=C(C=C1)OC)F)C1=CC(=C(C=C1)C#N)F